(3-(4,4-bis(methoxymethyl)-cyclohexyl)-2-((methyl(2-(methylamino)ethyl)amino)-methyl)-6,7-dihydropyrazolo-[1,5-a]pyrazin-5(4H)-yl)(1-methylcyclopentyl)-methanone COCC1(CCC(CC1)C=1C(=NN2C1CN(CC2)C(=O)C2(CCCC2)C)CN(CCNC)C)COC